2-(sec-butyl)-5-fluoro-4-methylbenzo[d]isothiazole C(C)(CC)N1SC2=C(C1)C(=C(C=C2)F)C